N-[4-(cyanomethyl)-5-fluoro-2-methoxy-phenyl]-7-cyclopropyl-imidazo[1,2-a]pyridine-3-sulfonamide C(#N)CC1=CC(=C(C=C1F)NS(=O)(=O)C1=CN=C2N1C=CC(=C2)C2CC2)OC